(3,5-bis(2-hydroxyphenyl)-1H-1,2,4-triazol-1-yl)-4-methylbenzoyl ketone OC1=C(C=CC=C1)C1=NN(C(=N1)C1=C(C=CC=C1)O)C1=C(C(=O)C(=O)C(C2=C(C=C(C=C2)C)N2N=C(N=C2C2=C(C=CC=C2)O)C2=C(C=CC=C2)O)=O)C=CC(=C1)C